C1(CCC1)CNC=1C2=C(N=C(N1)NC1=C(C=C(C=C1)S(=O)(=O)C)OC)NC=C2C#N 4-((cyclobutylmethyl)amino)-2-((2-methoxy-4-(methyl-sulfonyl)phenyl)amino)-7H-pyrrolo[2,3-d]pyrimidine-5-carbonitrile